C1(=CC=CC=C1)C#CC1=C(C=CC=C1)NS(=O)(=O)C1=CC=C(C=C1)[N+](=O)[O-] N-[2-(phenylethynyl)phenyl]-4-nitrobenzenesulfonamide